N-(8,9-difluoro-6-oxo-1,2,3,4,5,6-hexahydrobenzo[c][1,7]naphthyridin-1-yl)-7-(difluoromethyl)-N-methylindolizine-2-carboxamide FC=1C(=CC2=C(C(NC=3CNCC(C23)N(C(=O)C=2C=C3C=C(C=CN3C2)C(F)F)C)=O)C1)F